CN1C(=O)C2=CC=CC3=C2C(=CC=C3)C1=O N-methyl-1,8-naphthalimide